cobalt (II) oxide [Co]=O